((2R,3S,5R)-2-((((3-(1-adamantyl)propoxy)carbonyl)oxy)methyl)-5-(6-amino-2-fluoro-9H-purin-9-yl)-2-ethynyltetrahydro-furan-3-yl) isobutyrate C(C(C)C)(=O)O[C@@H]1[C@@](O[C@H](C1)N1C2=NC(=NC(=C2N=C1)N)F)(C#C)COC(=O)OCCCC12CC3CC(CC(C1)C3)C2